pyridin-4-yl-2,6-naphthyridin-1-amine N1=CC=C(C=C1)C=1N=C(C2=CC=NC=C2C1)N